C(C)OCCN(C(C#CC(SC)=O)(C)C)C S-methyl 4-[2-ethoxyethyl (methyl) amino]-4-methyl-pent-2-ynethioate